OC(C)(C)[C@H]1N(C\C(\C1)=N/OC)C(=O)C1=CC=C(C=C1)C1=C(C(=CC=C1)C#N)C (S,Z)-4'-(2-(2-hydroxypropan-2-yl)-4-(methoxyimino)pyrrolidine-1-carbonyl)-2-methyl-[1,1'-biphenyl]-3-carbonitrile